COC1=CC=C(CN(S(=O)(=O)C2=C(C=C(CN3C(=C(C=C3C3=CC(=CC=C3)Br)C(=O)OC)CC3CC3)C=C2)F)CC2=CC=C(C=C2)OC)C=C1 methyl 1-(4-(N,N-bis(4-methoxybenzyl) aminosulfonyl)-3-fluorobenzyl)-5-(3-bromophenyl)-2-(cyclopropylmethyl)-1H-pyrrole-3-carboxylate